CN1CCN(CC1)[C@H]1[C@@H](CCCC1)O |r| (+-)-trans-2-(4-methyl-piperazino)-cyclohexanol